pentaerythritol isooctanoate isononanoate C(CCCCCC(C)C)(=O)OCC(COC(CCCCC(C)C)=O)(CO)CO